NCC(CN1N=CN(C1=O)C=1C=C(C=CC1)C=1C=C2CCC(NC2=C(C1)C)=O)=C(F)F 6-[3-[1-[2-(aminomethyl)-3,3-difluoro-allyl]-5-oxo-1,2,4-triazol-4-yl]phenyl]-8-methyl-3,4-dihydro-1H-quinolin-2-one